ClCC1=CC(=NC=C1)C=1C(=C2[C@H](N(C(C2=CC1)=O)[C@H]1CNCCC1)C)F (R)-3-((R)-5-(4-(chloromethyl)pyridin-2-yl)-4-fluoro-3-methyl-1-oxoisoindolin-2-yl)piperidine